ClC1=CC=C2C(=CNC2=C1)S(=O)(=O)NC1=NC(=C(C=C1F)\C=C\OCC)F 6-chloro-N-{5-[(E)-2-ethoxyvinyl]-3,6-difluoropyridin-2-yl}-1H-indole-3-sulfonic acid amide